BrC1=CC=CC(=N1)C(=O)NC=1C=NC(=CC1N1CCCCC1)N1CCOCC1 6-bromo-N-(6-morpholinyl-4-(piperidin-1-yl)pyridin-3-yl)picolinamide